NC=1C(=C(C=C2C=C(N=CC12)NC(OC1CC(C1)(O)C1CC1)=O)C1=C(C2=C(OCCN2)N=C1)C)F (1s,3s)-3-Cyclopropyl-3-hydroxycyclobutyl (8-amino-7-fluoro-6-(8-methyl-2,3-dihydro-1H-pyrido[2,3-b][1,4]oxazin-7-yl)isoquinolin-3-yl)carbamate